(N-[4-Amino-5-(4-phenoxybenzoyl)thiazol-2-yl]-4-fluoroanilino)propanamid NC=1N=C(SC1C(C1=CC=C(C=C1)OC1=CC=CC=C1)=O)N(C1=CC=C(C=C1)F)C(C(=O)N)C